C(#N)C=1C=CC(=C(C1)C1=CC(=NC=C1C(=O)NC=1SC=2CN(CCC2N1)S(=O)(=O)N1CCCC1)C)OC 4-(5-cyano-2-methoxyphenyl)-6-methyl-N-(5-(pyrrolidin-1-ylsulfonyl)-4,5,6,7-tetrahydrothiazolo[5,4-c]pyridin-2-yl)nicotinamide